C(CC)OC(=O)CCOC1=C(C=CC(=C1)OCCC(=O)OCCC)C1=CC=C(C2=C1N=NS2)C2=C(C=C(C=C2)OCCC(=O)OCCC)OCCC(=O)OCCC 4,7-di[2,4-di(propyloxycarbonylethyloxy)phenyl]-benzothiadiazole